(3-(1H-pyrazol-5-yl)pyrrolidin-1-yl)(3-((2-fluoro-4-(trifluoromethyl)benzyl)oxy)azetidin-1-yl)methanone N1N=CC=C1C1CN(CC1)C(=O)N1CC(C1)OCC1=C(C=C(C=C1)C(F)(F)F)F